ClC=1C(=C(C=CC1)N1C(C2=C(C=C(C=C2C=C1)C1CC1)F)=O)CO 2-[3-Chloro-2-(hydroxymethyl)phenyl]-6-cyclopropyl-8-fluoroisoquinolin-1(2H)-one